O1COC2=C1C=CC=C2O[C@@H](CCN(CC)CC)C=2SC(=CC2)Br (S)-3-(benzo[d][1,3]dioxol-4-yloxy)-3-(5-bromothiophen-2-yl)-N,N-diethylpropan-1-amine